FC(CO)(S(=O)(=O)O)F 1,1-difluoro-2-hydroxyethane-1-sulfonic acid